C(CCC)[N+](CCCC)(CCCC)CCCC.P(=O)(OC(C)(C)C)(OC(C)(C)C)[O-] di-tert-butyl phosphate tetra-n-butylammonium salt